7-(2-(5-chloro-1H-indol-3-yl)ethoxy)-5-(1-methyl-1H-pyrazol-4-yl)thiazolo[5,4-d]pyrimidine ClC=1C=C2C(=CNC2=CC1)CCOC=1C2=C(N=C(N1)C=1C=NN(C1)C)SC=N2